N-(3-(2-bromoethyl)phenyl)acetamide BrCCC=1C=C(C=CC1)NC(C)=O